7-(4,4-difluoropiperidine-1-carbonyl)-2H,3H-pyrano[3,2-b]pyridin-4-one FC1(CCN(CC1)C(=O)C=1C=C2C(=NC1)C(CCO2)=O)F